2,3,4,3'-tetrahydroxybenzophenone OC1=C(C(=O)C2=CC(=CC=C2)O)C=CC(=C1O)O